ClC1=C(C=CC=C1Cl)NC(CC(OC)OC)=O N-(2,3-Dichlorophenyl)-3,3-dimethoxypropanamide